ClC1=C2C(N(C(=NC2=CC=C1)C)C1=CC=C(C=C1)S)=O 5-chloro-3-(4-mercaptophenyl)-2-methylquinazolin-4(3H)-one